9-[4-(1-methylethoxy)phenyl]-3,4,6,7,8,9-hexahydropyrido[2,1-c][1,2,4]thiadiazine 2,2-dioxide CC(C)OC1=CC=C(C=C1)C1CCCN2C1=NS(CC2)(=O)=O